1-Bromotetradeca-2,5,8-triyne BrCC#CCC#CCC#CCCCCC